CC1=C(C=C(C(=C1)[N+](=O)[O-])SC1=CC=C(C=C1)C)N1CCOCC1 4-(2-methyl-4-nitro-5-(p-tolylthio)phenyl)morpholine